rac-3-[4-(2-methoxyphenyl)sulfonylmorpholin-2-yl]benzothiophene COC1=C(C=CC=C1)S(=O)(=O)N1C[C@H](OCC1)C1=CSC2=C1C=CC=C2 |r|